(±)-4-(3-Bromo-2-fluoroanilino)-7-[(oxiran-2-yl)methoxy]quinazolin-6-yl 2,2-dimethylpropanoate CC(C(=O)OC=1C=C2C(=NC=NC2=CC1OC[C@@H]1OC1)NC1=C(C(=CC=C1)Br)F)(C)C |r|